(6-(3-methyl-4-(trifluoromethyl)phenyl)-2-Azaspiro[3.3]Hept-2-yl)methanone CC=1C=C(C=CC1C(F)(F)F)C1CC2(CN(C2)C=O)C1